(((1-methyl-1H-pyrazol-3-yl)methyl)sulfonyl)benzamide CN1N=C(C=C1)CS(=O)(=O)C1=C(C(=O)N)C=CC=C1